2-(benzyloxy)-4-chloropyridine-1-oxide C(C1=CC=CC=C1)OC1=[N+](C=CC(=C1)Cl)[O-]